2-(4-Methoxyphenyl)acetic acid methyl ester COC(CC1=CC=C(C=C1)OC)=O